3-((2-fluorobenzyl)amino)-5-phenethyl-4H-benzo[e][1,2,4]thiadiazine 1,1-dioxide FC1=C(CNC2=NS(C3=C(N2)C(=CC=C3)CCC3=CC=CC=C3)(=O)=O)C=CC=C1